(2-azido-1-methoxyprop-2-yl)-6-chloro-1-methoxy-2,7-naphthyridine N(=[N+]=[N-])C(COC)(C)C=1N=C(C2=CN=C(C=C2C1)Cl)OC